3-[(2,6-difluorophenyl)diazenyl]aniline FC1=C(C(=CC=C1)F)N=NC=1C=C(N)C=CC1